COC=1C=C2CCN3C(C2=CC1C(=O)OC1=CC=CC=C1)=C(C=C3C(=O)OCC)CC(F)(F)F 3-ethyl 9-phenyl 8-methoxy-1-(2,2,2-trifluoroethyl)-5,6-dihydropyrrolo[2,1-a]isoquinoline-3,9-dicarboxylate